nickel-copper hydroxide [Cu](O)O.[Ni]